NC([C@H](CCC(=O)OC(C)(C)C)N1C(C2=CC(=CC(=C2C1)OCC1=CC=C(C=C1)CN1CCOCC1)OCCOC)=O)=O tert-butyl (4S)-5-amino-4-[6-(2-methoxyethoxy)-4-[[4-(morpholinomethyl)-phenyl]methoxy]-1-oxo-isoindolin-2-yl]-5-oxo-pentanoate